COC1=C(C=NC(=C1)OC)/C=C/C(=O)C1=CC=CC=C1 (E)-3-(4,6-dimethoxypyridin-3-yl)-1-phenylprop-2-en-1-one